N-(beta-aminoethyl)-gamma-aminopropyl-methyl-dimethylOxysilane methyl-1-(5-bromopyrimidin-2-yl)pyrazole-4-carboxylate COC(=O)C=1C=NN(C1)C1=NC=C(C=N1)Br.NCCNCCC[Si](OC)(OC)C